C(#C)C1=CC=C2C=3C(=C(N(C(C13)=O)C1=CC=CC=C1)[C@H](C)NC(=O)C=1C(=NN3C1N=CC=C3)NS(N)(=O)=O)C(N2)=O (S)-N-(1-(6-ethynyl-2,5-dioxo-4-phenyl-1,2,4,5-tetrahydropyrrolo[4,3,2-de]isoquinolin-3-yl)ethyl)-2-(sulfamoylamino)pyrazolo[1,5-a]pyrimidine-3-carboxamide